4-((3-CYCLOPROPYL-1H-PYRROLO[2,3-B]PYRIDIN-4-YL)OXY)-2-FLUOROANILINE C1(CC1)C1=CNC2=NC=CC(=C21)OC2=CC(=C(N)C=C2)F